2-(7-fluorobenzofuran-5-yl)malonic acid FC1=CC(=CC=2C=COC21)C(C(=O)O)C(=O)O